N-[(6-Amino-2-pyridyl)sulfonyl]-6-(4-propoxyphenyl)-2-(2,4,6-trimethylphenoxy)pyridin-3-carboxamid NC1=CC=CC(=N1)S(=O)(=O)NC(=O)C=1C(=NC(=CC1)C1=CC=C(C=C1)OCCC)OC1=C(C=C(C=C1C)C)C